C(CCCCCCCCCCC)[N-]CCCCCCCCCCCC.[K+] potassium di(dodecyl)amide